N-(8'-cyclopropyl-4'H-spiro[cyclopropane-1,5'-naphtho[2,1-d]isoxazol]-3'-yl)-2,6-dimethoxy-4-(morpholine-4-carbonyl)benzenesulfonamide C1(CC1)C1=CC=C2C3(CC=4C(=NOC4C2=C1)NS(=O)(=O)C1=C(C=C(C=C1OC)C(=O)N1CCOCC1)OC)CC3